tert-butyl 2-(4-cyclopentyl-2-(2-isopropylphenyl) piperazin-1-yl)-7-azaspiro[3.5]nonane-7-carboxylate C1(CCCC1)N1CC(N(CC1)C1CC2(C1)CCN(CC2)C(=O)OC(C)(C)C)C2=C(C=CC=C2)C(C)C